Dipropylmalonic acid monoethyl ester C(C)OC(C(C(=O)O)(CCC)CCC)=O